3-[[4-[(3S)-3-(tert-Butoxycarbonylamino)-4-[1-(trifluoromethyl)cyclopropyl]butyl]-6-(2,6-dimethylphenyl)pyrimidin-2-yl]sulfamoyl]benzoic acid C(C)(C)(C)OC(=O)N[C@@H](CCC1=NC(=NC(=C1)C1=C(C=CC=C1C)C)NS(=O)(=O)C=1C=C(C(=O)O)C=CC1)CC1(CC1)C(F)(F)F